NC1=NC=CC2=C(C=CC=C12)C=1C=C2C(=NN(C2=CC1)C1CCOCC1)COC1=C(C=CC=C1)CC(=O)O 2-(2-((5-(1-aminoisoquinolin-5-yl)-1-(tetrahydro-2H-pyran-4-yl)-1H-indazol-3-yl)methoxy)phenyl)acetic acid